12-(((2S,3R,4S,6R)-4-(dimethylamino)-3-hydroxy-6-methyltetrahydro-2H-pyran-2-yl)oxy)-13-methoxy-9,9,11,13,15,17-hexamethyl-3-nicotinoyl-7-oxa-3,17-diazaspiro[5.12]octadecane-8,10-dione CN([C@@H]1[C@H]([C@@H](O[C@@H](C1)C)OC1C(C(C(C(OC2(CCN(CC2)C(C2=CN=CC=C2)=O)CN(CC(CC1(C)OC)C)C)=O)(C)C)=O)C)O)C